C(C)(C)(C)OC(=O)N1CC(C1)C=1C=NC(=CC1)OC1=CC=C(C=C1)Cl 3-(6-(4-chlorophenoxy)pyridin-3-yl)azetidine-1-carboxylic acid tert-butyl ester